FC(CN1N=CC=2C1=NC(=NC2)N2CCC1(C(N(C(N1CC)=O)C=1C=NC(=CC1)C(F)(F)F)=O)CC2)F 8-(1-(2,2-difluoroethyl)-1H-pyrazolo[3,4-d]pyrimidin-6-yl)-1-ethyl-3-(6-(trifluoromethyl)pyridin-3-yl)-1,3,8-triazaspiro[4.5]decane-2,4-dione